O1CCC(CC1)CC1=C(C=CC=C1)C1CCN(CC1)[C@@H]1COC2(CN(C2)C(=O)OC(C)(C)C)C1 Tert-butyl (S)-7-(4-(2-((tetrahydro-2H-pyran-4-yl) methyl) phenyl) piperidin-1-yl)-5-oxa-2-azaspiro[3.4]octane-2-carboxylate